(2R,3R,4R,5R,6R)-5-acetamido-2-(acetoxymethyl)-6-(hex-5-en-1-yloxy)tetrahydro-2H-pyran-3,4-diyl diacetate C(C)(=O)O[C@H]1[C@H](O[C@H]([C@@H]([C@H]1OC(C)=O)NC(C)=O)OCCCCC=C)COC(C)=O